3-(trimethoxysilyl)propyl-di-n-octylmethyl-ammonium chloride [Cl-].CO[Si](CCC[N+](C)(CCCCCCCC)CCCCCCCC)(OC)OC